1-(3-Chloropyridin-2-yl)-7-ethylquinazoline-2,4(1H,3H)-dione ClC=1C(=NC=CC1)N1C(NC(C2=CC=C(C=C12)CC)=O)=O